1-(2-amino-6-morpholinopyridin-3-yl)ethan-1-one NC1=NC(=CC=C1C(C)=O)N1CCOCC1